NC1=CC=C(C=N1)C1=C(C2=C(N(C(N(C2=O)C=2C=NC(=CC2)OC)=O)CC2=C(C=CC=C2C(F)(F)F)F)S1)CN(C)C 6-(6-Aminopyridin-3-yl)-5-[(dimethylamino)methyl]-1-{[2-fluoro-6-(trifluoromethyl)phenyl]methyl}-3-(6-methoxypyridin-3-yl)thieno[2,3-d]pyrimidine-2,4-dione